trans-4-trifluoromethylcyclohexanamine FC([C@@H]1CC[C@H](CC1)N)(F)F